NCCCO[Si](OC)(OC)CCCN (aminoethyl)γ-aminopropyltrimethoxysilane